2-(3,5-difluoro-4-hydroxy-anilino)-8-isopentyl-5,7-dimethyl-7H-pteridin-6-one FC=1C=C(NC2=NC=3N(C(C(N(C3C=N2)C)=O)C)CCC(C)C)C=C(C1O)F